(3S,5S)-2,5-DIMETHYLHEPT-6-ENE-3-SULFONAMIDE CC(C)[C@H](C[C@@H](C=C)C)S(=O)(=O)N